CC=1N(C2=CC=C(C=C2C1C=1OC(=CC1)C)S(=O)(=O)N)C1=CC=CC=C1 methyl-3-(5-methylfuran-2-yl)-1-phenyl-1H-indole-5-sulfonamide